N[C@H](C(=O)O)CC1=CC(=C(C(=C1)Cl)OC(C)C1=C(C=CC(=C1)C#N)OCC1=CC=C(C=C1)F)Cl (2S)-2-amino-3-(3,5-dichloro-4-(1-(5-cyano-2-((4-fluorobenzyl)oxy)phenyl)ethoxy)phenyl)propanoic acid